7-(((3R,5R)-5-(4-(2-(2,7-diazaspiro[3.5]nonan-2-yl)ethoxy)phenyl)-1-methylpiperidin-3-yl)amino)-6-bromo-5H-thiazolo[3,2-a]pyrimidin-5-one C1N(CC12CCNCC2)CCOC2=CC=C(C=C2)[C@H]2C[C@H](CN(C2)C)NC=2N=C1N(C(C2Br)=O)C=CS1